NC=1OC[C@@H](N1)CCC1=CC=C(C=C1)NC(=O)C1CC(C1)(F)F 3,3-difluoro-cyclobutanecarboxylic acid {4-[2-((S)-2-amino-4,5-dihydro-oxazol-4-yl)-ethyl]-phenyl}-amide